NC/C(/CN1N=CN(C1=O)CC1=CC=C(S1)C=1C(N(C=CC1)C1CC1)=O)=C\F [5-({1-[(2E)-2-(aminomethyl)-3-fluoroprop-2-en-1-yl]-5-oxo-1,5-dihydro-4H-1,2,4-triazol-4-yl}methyl)thiophen-2-yl]-1-cyclopropylpyridin-2(1H)-one